(R)-5-(4-fluoro-6-(4,4,5,5-tetramethyl-1,3,2-dioxaborolan-2-yl)-1H-benzo[d]imidazol-2-yl)-1-isopropylpyrrolidin-2-one FC1=CC(=CC=2NC(=NC21)[C@H]2CCC(N2C(C)C)=O)B2OC(C(O2)(C)C)(C)C